6-(4-(piperazin-1-yl)phenyl)-3-(3-(2,2,2-trifluoroethoxy)phenyl)furo[3,2-b]pyridine N1(CCNCC1)C1=CC=C(C=C1)C=1C=C2C(=NC1)C(=CO2)C2=CC(=CC=C2)OCC(F)(F)F